3-(2,4-dioxo-1,3-diazinan-1-yl)-5-fluoro-1-methylindazol O=C1N(CCC(N1)=O)C1=NN(C2=CC=C(C=C12)F)C